4-(Trifluoromethyl)benzenesulfonamide FC(C1=CC=C(C=C1)S(=O)(=O)N)(F)F